2-(((4-methoxy-3-((4-nitrophenoxy)carbonyl)naphthalen-1-yl)sulfonyl)carbamoyl)isonicotinic acid COC1=C(C=C(C2=CC=CC=C12)S(=O)(=O)NC(=O)C=1C=C(C(=O)O)C=CN1)C(=O)OC1=CC=C(C=C1)[N+](=O)[O-]